tert-butyl 4-(4-(5-[(2,4-dichlorophenyl)methoxy]pyridin-3-yl)-1H-pyrazol-1-yl)piperidine-1-carboxylate ClC1=C(C=CC(=C1)Cl)COC=1C=C(C=NC1)C=1C=NN(C1)C1CCN(CC1)C(=O)OC(C)(C)C